curcumin, strontium salt [Sr].COC1=CC(=CC=C1O)\C=C\C(=O)CC(=O)\C=C\C1=CC=C(O)C(OC)=C1